NC1=CC=C(C(=O)N2CCC(CC2)C#CC2=CC3=C(NC(N3C)=O)C=C2)C=C1 5-[2-[1-(4-aminobenzoyl)-4-piperidyl]ethynyl]-3-methyl-2-oxo-benzimidazol